C(CCCCCCCCCCC)C(C(N(C)C)C1=CC=CC=C1)(N(C)C)CCCCCCCCCCCC didodecyl-phenyl-tetramethyl-ethylenediamine